NC1=NC(=C(C=2N1C(NN2)=O)C2=CC(=NC(=C2)C)C(=O)OC)C2=CC=CC=C2 methyl 4-(5-amino-3-oxo-7-phenyl-2,3-dihydro-[1,2,4]triazolo[4,3-c]pyrimidin-8-yl)-6-methylpicolinate